6-iodo-7-methyl-5-(4-((4-methylpyrimidin-2-yl)oxy)phenyl)-7H-pyrrolo[2,3-d]pyrimidin-4-amine IC1=C(C2=C(N=CN=C2N)N1C)C1=CC=C(C=C1)OC1=NC=CC(=N1)C